7-(cyclobutylidenemethyl)-1-(6-fluoro-5-methyl-1H-indazol-4-yl)-1H-pyrrolo[3,2-c]pyridine-3-carboxamide C1(CCC1)=CC=1C2=C(C=NC1)C(=CN2C2=C1C=NNC1=CC(=C2C)F)C(=O)N